2,2-Bis-(3-β-hydroxyethoxyphenyl)-propan OCCOC=1C=C(C=CC1)C(C)(C)C1=CC(=CC=C1)OCCO